C(C)(C)(C)[P@]1[C@@H](OC2=C1C(=CC=C2)C2=C(C=CC=C2OC)OC)[C@@H]2OC1=C([P@]2C(C)(C)C)C(=CC=C1)C1=C(C=CC=C1OC)OC (2R,2'R,3R,3'R)-3,3'-di-tert-butyl-4,4'-bis(2,6-dimethoxyphenyl)-2,2',3,3'-tetrahydro-2,2'-bibenzo[d][1,3]oxaphosphole